FC(OC1=CC=C(C=C1)C=1C=C(N=NC1)N)F 5-(4-(difluoromethoxy)phenyl)pyridazin-3-amine